(6-bromopyridin-3-yl)boronic acid BrC1=CC=C(C=N1)B(O)O